4-(4-amino-8-hydroxyquinolin-6-yl)-N-(3-(dimethylamino)propyl)benzamide NC1=CC=NC2=C(C=C(C=C12)C1=CC=C(C(=O)NCCCN(C)C)C=C1)O